COC1=CC=C(C=C1)N1N=C(C(=C1)C1N(N=C(C1)C1=CC=C(C=C1)OC)C(=O)C=1C=C(C(=O)O)C=CC1)C1=CC=C(C=C1)C 3-(1',5-bis(4-methoxyphenyl)-3'-(p-tolyl)-3,4-dihydro-1'H,2H-[3,4'-bipyrazole]-2-carbonyl)benzoic acid